4-bromo-3'',5',5''-tri-tert-butyl-1,1':3',1''-terphenyl BrC1=CC=C(C=C1)C1=CC(=CC(=C1)C(C)(C)C)C1=CC(=CC(=C1)C(C)(C)C)C(C)(C)C